1-(5-fluoro-6-(3-hydroxyazetidin-1-yl)pyridin-2-yl)-5-(trifluoromethyl)-1H-pyrazole-4-carboxamide FC=1C=CC(=NC1N1CC(C1)O)N1N=CC(=C1C(F)(F)F)C(=O)N